(S)-6-((4-((2-hydroxy-1-phenylethyl)amino)-5-(5-(2-hydroxypropan-2-yl)-1,3,4-oxadiazol-2-yl)pyrimidin-2-yl)amino)-1-isopropyl-2-propyl-1,2-dihydro-3H-pyrazolo[3,4-b]pyridin-3-one OC[C@H](C1=CC=CC=C1)NC1=NC(=NC=C1C=1OC(=NN1)C(C)(C)O)NC1=CC=C2C(=N1)N(N(C2=O)CCC)C(C)C